C1OCC12CN(C2)S(=O)(=O)C2=CC=C(C=C2)C=2C(=NC(=NC2CC)N)N 5-(4-((2-oxa-6-azaspiro[3.3]heptan-6-yl)sulfonyl)phenyl)-6-ethylpyrimidine-2,4-diamine